C(#N)C1=CC(=C(COC2=CN=CC(=N2)C=2CC3C(CN(C3)CC3=NC4=C(N3C[C@H]3OCC3)C=C(C=C4)C(=O)O)C2)C=C1)F 2-((5-(6-((4-cyano-2-fluorobenzyl)oxy)pyrazin-2-yl)-3,3a,4,6a-tetrahydrocyclopenta[c]pyrrol-2(1H)-yl)methyl)-1-(((S)-oxetan-2-yl)methyl)-1H-benzo[d]imidazole-6-carboxylic acid